[Zn].FC=1C=C(C=C(C1CN1C(CC=2C=NC(=C(C21)C2=CC=CC=C2)OC)=O)F)S(=O)(=O)N 3,5-difluoro-4-((6-methoxy-2-oxo-7-phenyl-2,3-dihydro-1H-pyrrolo[3,2-c]pyridin-1-yl)methyl)benzenesulfonamide zinc